ClC1=C2C(=CNC2=C(C=C1)N1CCC(CC1)NC(C1=C(C=C(C=C1C)N1CCC(CC1)CN1CCC(CC1)N1C=CC2=C(C=CC=C12)N1C(NC(CC1)=O)=O)F)=O)C#N N-[1-(4-Chloro-3-cyano-1H-indol-7-yl)piperidin-4-yl]-4-[4-({4-[4-(2,4-dioxo-1,3-diazinan-1-yl)-1H-indol-1-yl]piperidin-1-yl}methyl)piperidin-1-yl]-2-fluoro-6-methylbenzamide